ClC1=C(OCC=2C=C(C=CC2)C=2NC=CN2)C=CC(=C1)C(F)(F)F 2-(3-((2-chloro-4-(trifluoromethyl)phenoxy)methyl)phenyl)-1H-imidazole